Tert-butyl ((1S)-2-((4-((R or S)-2-hydroxy-1-((S)-2-oxo-4-(trifluoromethyl)imidazolidin-1-yl)ethyl)pyridin-2-yl)amino)-1-((1r,4S)-4-methylcyclohexyl)-2-oxoethyl)carbamate OC[C@H](N1C(N[C@@H](C1)C(F)(F)F)=O)C1=CC(=NC=C1)NC([C@H](C1CCC(CC1)C)NC(OC(C)(C)C)=O)=O |o1:2|